ClC1=C(C=C(OCC(=O)NC23CC(C2)(C3)NC3=NC(=CN=C3)C3CC3)C=C1)F 2-(4-chloro-3-fluorophenoxy)-N-{3-[(6-cyclopropylpyrazin-2-yl)amino]bicyclo[1.1.1]pent-1-yl}acetamide